4-hydroxy-2-methylphenylboronic acid OC1=CC(=C(C=C1)B(O)O)C